(2-amino-5,6,7,8-tetrahydro-4H-cyclohepta[b]thiophen-3-yl)-(2,6-difluorophenyl)-methanone NC1=C(C2=C(S1)CCCCC2)C(=O)C2=C(C=CC=C2F)F